[Ce].[K].[Fe] Iron-potassium-cerium